C(C1=CC=CC=C1)O[C@@H](C)[C@H](CC)N1N=CN(C1=O)C1=NC=C(C=C1F)N1CCN(CC1)C1=CC=C(C=C1)Br 2-((2S,3S)-2-(benzyloxy)pentan-3-yl)-4-(5-(4-(4-bromophenyl)piperazin-1-yl)-3-fluoropyridin-2-yl)-2,4-dihydro-3H-1,2,4-triazol-3-one